(S)-4-(1-(3,5-difluorophenyl)ethyl)-1-(2-(pyrimidin-4-yl)nicotinoyl)piperidine-4-carbonitrile FC=1C=C(C=C(C1)F)[C@H](C)C1(CCN(CC1)C(C1=C(N=CC=C1)C1=NC=NC=C1)=O)C#N